FC=1C(=NC(=NC1)NC=1C=CC(=NC1)NC(OC)=O)C1=CNC2=C(C=CC=C12)NC([C@@H](COC)N1CCN(CC1)C)=O methyl (R)-(5-((5-fluoro-4-(7-(3-methoxy-2-(4-methylpiperazin-1-yl)propanamido)-1H-indol-3-yl)pyrimidin-2-yl)amino)pyridin-2-yl)carbamate